NC=1C=C2C(N(C(C2=CC1)=O)C12C(NC(C(C1)C2)=O)=O)=O 1-(5-amino-1,3-dioxoisoindolin-2-yl)-3-azabicyclo[3.1.1]heptane-2,4-dione